FC(C1=CC=CC(=N1)N1CCNCC1)(F)F (6-(trifluoromethyl)pyridin-2-yl)piperazine